ClC1=C2C(=C(NC2=CC=C1F)C(=O)N1C[C@@H]([C@@H](C1)F)NCCN1CC(C1)(F)F)F (4-chloro-3,5-difluoro-1H-indol-2-yl)((3S,4R)-3-((2-(3,3-difluoroazetidin-1-yl)ethyl)amino)-4-fluoropyrrolidin-1-yl)methanone